CNC1=NC=C(C2=CC(=NC=C12)N)C1=NN2C(C=CC(=C2)N2C[C@@H](OCC2)C)=C1 (S)-N1-methyl-4-(6-(2-methylmorpholino)pyrazolo[1,5-a]pyridin-2-yl)-2,7-naphthyridine-1,6-diamine